(4-(2-chloro-4-nitrophenoxy)phenyl)carbamic acid tert-butyl ester C(C)(C)(C)OC(NC1=CC=C(C=C1)OC1=C(C=C(C=C1)[N+](=O)[O-])Cl)=O